CC=1C=C(C=C(C1)C)C1=C(C(=CC(=C1)C1=CC(=CC(=C1)C)C)C1=CC(=CC(=C1)C)C)S 2,4,6-tris(3,5-dimethylphenyl)benzenethiol